ammonium lauroyl-glycine C(CCCCCCCCCCC)(=O)NCC(=O)O.[NH4+]